FC=1C=C(C=NC1)[C@@H]1N(CCC1)C1=NC=2N(C=C1)N=CC2C(=O)N[C@@H]2[C@H](CCC2)O 5-((R)-2-(5-fluoropyridin-3-yl)pyrrolidin-1-yl)-N-((1s,2s)-2-hydroxycyclopentyl)pyrazolo[1,5-a]pyrimidine-3-carboxamide